N-(3-bromo-6-(3-fluoro-2-methylphenyl)imidazo[1,2-a]pyridin-2-yl)acetamide BrC1=C(N=C2N1C=C(C=C2)C2=C(C(=CC=C2)F)C)NC(C)=O